benzyl 3-(((tert-butyldiphenylsilyl)oxy)methyl)-5-oxopiperidine-1-carboxylate [Si](C1=CC=CC=C1)(C1=CC=CC=C1)(C(C)(C)C)OCC1CN(CC(C1)=O)C(=O)OCC1=CC=CC=C1